FC(C(=O)O)(F)F.F[C@H](CNC1=NC=C(C(=N1)NC1CCC(CC1)O)C1=NC=C(C(=O)N(C)CCF)C=C1)CC 6-(2-(((S)-2-fluorobutyl)amino)-4-(((1r,4S)-4-hydroxycyclohexyl)amino)pyrimidin-5-yl)-N-(2-fluoroethyl)-N-methylnicotinamide trifluoroacetate salt